ClC1=C(OC=2C=CC(=C(C2)S(=O)(=O)NC2CC(C2)O)OC)C(=CC(=C1)N1N=C(C(NC1=O)=O)C(F)F)Cl 5-[2,6-dichloro-4-[6-(difluoromethyl)-3,5-dioxo-1,2,4-triazin-2-yl]phenoxy]-N-(3-hydroxycyclobutyl)-2-methoxy-benzenesulfonamide